[Si](C)(C)(C(C)(C)C)OC1=C(C=CC(=C1)C(F)(F)F)N[C@H]1C[C@@](N(C1)C(=O)OC(C)(C)C)(C(=O)OC)C (2R,4S)-1-tert-butyl 2-methyl 4-((2-((tert-butyldimethylsilyl)oxy)-4-(trifluoromethyl)phenyl)amino)-2-methylpyrrolidine-1,2-dicarboxylate